2-Methyl-7-oxabicyclo[2.2.1]-5-hepten CC1C2C=CC(C1)O2